3-phenyl-2-(3,4,5-trimethoxyphenyl)-4,5,6,7-tetrahydro-2H-indole C1(=CC=CC=C1)C=1C(N=C2CCCCC12)C1=CC(=C(C(=C1)OC)OC)OC